(1R)-2-methoxy-1-(6-(2-methyl-2H-pyrazolo[3,4-b]pyridin-5-yl)thieno[2,3-b]pyridin-2-yl)ethanol COC[C@@H](O)C1=CC=2C(=NC(=CC2)C2=CC=3C(N=C2)=NN(C3)C)S1